C=CC1=CC=CC=C1CCC2=CC=CC=C2C=C 1,2-bis(vinylphenyl)ethane